2-methyl-N-(4-methyl-phenyl)-5-vinyl-4,5-dihydrofuran-3-formamide CC=1OC(CC1C(=O)NC1=CC=C(C=C1)C)C=C